C(=O)CC(=O)OCCCCC amyl formylacetate